[Se]([Se]Br)Br diselenium dibromide